COC1=CC=C(C=C1)CCC 4-n-propylphenyl methyl ether